C1(CC1)C1=NC=NC(=C1C1=NN2C(N(C(CC2)=O)CC2=CC(=C(C=C2)C=2N(C=C(N2)C(F)(F)F)C(C)C)OC)=C1)OC 2-(4-cyclopropyl-6-methoxypyrimidin-5-yl)-4-(4-(1-isopropyl-4-(trifluoromethyl)-1H-imidazol-2-yl)-3-methoxybenzyl)-6,7-dihydropyrazolo[1,5-a]pyrimidin-5(4H)-one